CC(C)(C)[S@](=O)N[C@H](CC(C)C)[C@H]1OC(CC1)=O (S)-2-methyl-N-[(1R)-3-methyl-1-[(2S)-5-oxotetrahydrofuran-2-yl]butyl]propane-2-sulfinamide